N,N-bis{4-(naphthalen-1-yl)phenyl}-N-(6-phenyl-1,1':4',1'':4'',1'''-quaterphenyl-4-yl)amine C1(=CC=CC2=CC=CC=C12)C1=CC=C(C=C1)N(C1=CC=C(C(=C1)C1=CC=CC=C1)C1=CC=C(C=C1)C1=CC=C(C=C1)C1=CC=CC=C1)C1=CC=C(C=C1)C1=CC=CC2=CC=CC=C12